phenyl-(4-phenylphenyl)phosphorus C1(=CC=CC=C1)[P]C1=CC=C(C=C1)C1=CC=CC=C1